C1(C=CCC(CCCCC)O1)=O decene-5-olide